ClC1=C(C(=CC=C1)F)C1=NOC(=C1COC)C=1C=NN(C1C(F)(F)F)C[C@H](C)O (2S)-1-{4-[3-(2-chloro-6-fluorophenyl)-4-(methoxymethyl)-1,2-oxazol-5-yl]-5-(trifluoromethyl)-1H-pyrazol-1-yl}propan-2-ol